N-(3-bromophenyl)-N-(4-(5-(difluoromethyl)-1,3,4-oxadiazol-2-yl)-2-fluorobenzyl)thiomorpholin-4-carboxamide BrC=1C=C(C=CC1)N(C(=O)N1CCSCC1)CC1=C(C=C(C=C1)C=1OC(=NN1)C(F)F)F